4-[2-benzyloxyethyl-[4-(5,6,7,8-tetrahydro-1,8-naphthyridin-2-yl)butyl]amino]-2-(3,3-dimethylbutanoylamino)butanoic acid C(C1=CC=CC=C1)OCCN(CCC(C(=O)O)NC(CC(C)(C)C)=O)CCCCC1=NC=2NCCCC2C=C1